NC1=CC=C(C[C@@H]2CN(CCO2)C(=O)OC(C)(C)C)C=C1 tert-butyl (R)-2-(4-aminobenzyl)morpholine-4-carboxylate